C(CCCCCCCCCCC)N(CCOC(CNCCCCCCCCC)=O)CCCCCCCCCCCC (2-(didodecylamino)ethyl)-N-nonylglycinate